CC1(COC2(CN(C2)C2=CC(=C(C(=O)N3COC4=C(C3)C=CC=C4C4=CC(=C(C(=O)O)C=C4F)N4C3COCC4CC3)C(=C2)C)C)OC1)C 4-[3-[4-(7,7-Dimethyl-5,9-dioxa-2-azaspiro[3.5]nonan-2-yl)-2,6-dimethylbenzoyl]-2,4-dihydro-1,3-benzoxazin-8-yl]-5-fluoro-2-(3-oxa-8-azabicyclo[3.2.1]oct-8-yl)benzoic acid